FC(C=1OC(=NN1)C=1C=NC(=CC1)COC1=NC=CC=C1F)F 2-(difluoromethyl)-5-[6-[(3-fluoro-2-pyridyl)oxymethyl]-3-pyridyl]-1,3,4-oxadiazole